FC=1C(=NC(=NC1)NC1=CC=C(C=C1)O[C@@H]1COCC1)N[C@H]1CN(CCC1)C(C=C)=O 1-((R)-3-(5-fluoro-2-(4-((S)-tetrahydrofuran-3-yloxy)phenylamino)pyrimidin-4-ylamino)piperidin-1-yl)prop-2-en-1-one